N1(CCOCC1)C(=O)C1=CC=C(C=C1)B1OC(C)(C)C(C)(C)O1 4-(morpholine-4-carbonyl)phenylboronic acid pinacol ester